(R)-1-(3-(1-(4-(2-fluoro-3-methoxyphenoxy)phenyl)-5,8-dimethylimidazo[1,5-a]pyrazin-3-yl)pyrrolidin-1-yl)but-2-yn-1-one FC1=C(OC2=CC=C(C=C2)C=2N=C(N3C2C(=NC=C3C)C)[C@H]3CN(CC3)C(C#CC)=O)C=CC=C1OC